CC1(OC2=CC=CC=C2C(C1)(C)C)C1=CC=C(C=C1)O 2,4,4-trimethyl-2-(4-hydroxyphenyl)chromane